B([O-])([O-])[O-].[Ba+2].[Zn+2] zinc-barium borate